1-(pyridin-4-yl)methylamine N1=CC=C(C=C1)CN